exo-ozone O=[O+][O-]